BrC=1C(=C(C(=NC1)C)C=O)N1CCC(CC1)NC(O)=O N-[1-(5-bromo-3-formyl-2-methylpyridin-4-yl)piperidin-4-yl]Carbamic acid